2-((4-fluoro-2-methylphenyl)amino)-4-(2,2,2-trifluoroethoxy)-benzoic acid FC1=CC(=C(C=C1)NC1=C(C(=O)O)C=CC(=C1)OCC(F)(F)F)C